(S)-2-(3-benzylureido)-5,5-dimethylhexanoic acid C(C1=CC=CC=C1)NC(N[C@H](C(=O)O)CCC(C)(C)C)=O